tridecyl eicosanate C(CCCCCCCCCCCCCCCCCCC)(=O)OCCCCCCCCCCCCC